C(C)N(CC(CO)O)CC 3-(diethylamino)propane-1,2-diol